C(C)OC(=O)C1C(C2CCC(C1)N2C(=O)OC(C)(C)C)=O E-2-oxo-8-azabicyclo[3.2.1]octane-3,8-dicarboxylic acid 8-(tert-butyl) 3-ethyl ester